2-(3-(((1S,2R,3R,5S)-2-fluoro-1,5-dimethyl-8-azabicyclo[3.2.1]oct-6-en-3-yl)(methyl)amino)-1,2,4-triazin-6-yl)-5-(2-methoxypyridin-4-yl)phenol F[C@H]1[C@@]2(C=C[C@](C[C@H]1N(C=1N=NC(=CN1)C1=C(C=C(C=C1)C1=CC(=NC=C1)OC)O)C)(N2)C)C